[6-(2-ethoxycarbonyl-2,6-diazaspiro[3.3]heptan-6-yl)-3-pyridyl]boronic acid C(C)OC(=O)N1CC2(C1)CN(C2)C2=CC=C(C=N2)B(O)O